N-((1r,4r)-4-aminocyclohexyl)-4-(3-(3-(4-(dimethylamino)butanamido)-4-methylphenoxy)-5-methylphenyl)-6-methyl-7-oxo-6,7-dihydro-1H-pyrrolo[2,3-c]pyridine-2-carboxamide NC1CCC(CC1)NC(=O)C1=CC2=C(C(N(C=C2C2=CC(=CC(=C2)C)OC2=CC(=C(C=C2)C)NC(CCCN(C)C)=O)C)=O)N1